BrC1=C(N(C2=CC=CC=C2C1=O)C)CBr 3-bromo-2-(bromomethyl)-1-methylquinolin-4(1H)-one